2,4,5-trimethyl-6-(1,2,3,4-tetrahydroquinolin-8-yl)-3H-cyclopenta[b]thiophene CC1CC2C(S1)=C(C(=C2C)C)C=2C=CC=C1CCCNC21